bis(4-tolyl)silanol trimethylcyclohexyl-Acrylate (Trimethyl-cyclohexyl-Acrylate) CC1(C(CCCC1)(C(C(=O)O)=C)C)C.CC1(C(CCCC1)(C(C(=O)O)=C)C)C.C1(=CC=C(C=C1)[SiH](O)C1=CC=C(C=C1)C)C